O=C1NC=CC(=C1)C1=NC=CC=C1 oxo-1',2'-dihydro-[2,4'-bipyridine]